8-(4-(3,8-diazabicyclo[3.2.1]octan-3-yl)-6-chloro-8-fluoro-2-((1-(morpholinomethyl)cyclopropyl)methoxy)quinazolin-7-yl)-5-fluoroquinolin-2-amine C12CN(CC(CC1)N2)C2=NC(=NC1=C(C(=C(C=C21)Cl)C=2C=CC(=C1C=CC(=NC21)N)F)F)OCC2(CC2)CN2CCOCC2